ClC1=CC=C2C(CN(C2=C1)C)=[N+]=[N-] 6-chloro-3-diazo-1-methylindoline